BrC=1C=C2C=C(N3CCCC(C1)=C32)C=3C=C(C=NC3[C@H](C)OC)N3CCN(CC3)C(=O)OCC3=CC=CC=C3 benzyl 4-[5-(6-bromo-1-azatricyclo[6.3.1.04,12]dodeca-2,4,6,8(12)-tetraen-2-yl)-6-[(1S)-1-methoxyethyl]-3-pyridyl]piperazine-1-carboxylate